((R)-1-(3-((5-(3-(2-((2-(2,6-dioxopiperidin-3-yl)-1-oxoisoindolin-5-yl)oxy)ethoxy)propoxy)pentyl)oxy)phenyl)ethyl)carbamate O=C1NC(CCC1N1C(C2=CC=C(C=C2C1)OCCOCCCOCCCCCOC=1C=C(C=CC1)[C@@H](C)NC([O-])=O)=O)=O